1-palmitoyl-2-glutaryl-sn-glycero-3-phosphocholine CCCCCCCCCCCCCCCC(=O)OC[C@H](COP(=O)([O-])OCC[N+](C)(C)C)OC(=O)CCCC(=O)O